FC1(CCC(OC1)C(=O)O)F 5,5-difluorotetrahydropyran-2-carboxylic acid